S1C=NC=2C1=CC=CC2C(=O)N benzo[d]thiazole-4-carboxamide